ammonio methyl phosphonate P(O[NH3+])(OC)=O